2-[trans-4-(4-methyl-5-{[3-(trifluoromethyl)phenoxy]methyl}-4H-1,2,4-triazol-3-yl)cyclohexyl]prop-2-enal CN1C(=NN=C1COC1=CC(=CC=C1)C(F)(F)F)[C@@H]1CC[C@H](CC1)C(C=O)=C